8-(6-((2-amino-3-chloropyridin-4-yl)thio)pyrido[2,3-b]pyrazin-2-yl)-3,3-difluoro-8-azaspiro[4.5]decan-1-amine NC1=NC=CC(=C1Cl)SC=1C=CC=2C(=NC=C(N2)N2CCC3(CC(CC3N)(F)F)CC2)N1